(2S,6R)-4-(8-(6-(2-(1H-imidazol-2-yl)ethoxy)pyridin-3-yl)-3-methylimidazo[1,5-a]quinoxalin-1-yl)-2,6-dimethylmorpholine N1C(=NC=C1)CCOC1=CC=C(C=N1)C1=CC=C2N=CC=3N(C2=C1)C(=NC3C)N3C[C@@H](O[C@@H](C3)C)C